CC(C(=O)NC1CC(C1)C1=C(C2=C(N=CN=C2N)N1)Br)=C 2-methyl-N-[(1r,3r)-3-[4-amino-5-bromo-7H-pyrrolo[2,3-d]pyrimidin-6-yl]cyclobutyl]prop-2-enamide